8-[(1R)-1-Aminoethyl]-3,6-dimethyl-2-phenyl-chromen-4-one N[C@H](C)C=1C=C(C=C2C(C(=C(OC12)C1=CC=CC=C1)C)=O)C